N1=CN=C2NC=NC2=C1C=1C(=NC=CC1)NC=1C=CC(=C(C(=O)NC2=CC(=CC=C2)C(F)(F)F)C1)F 5-(3-(9H-purin-6-yl)pyridin-2-ylamino)-2-fluoro-N-(3-(trifluoromethyl)phenyl)benzamid